C(#N)C1=C(C=CC=C1)SC=1C=2N(C=C(C1)C=1C(=NN(C1)C1CCC(CC1)O)C)N=CC2C#N 4-((2-cyanophenyl)thio)-6-(1-((1s,4s)-4-hydroxycyclohexyl)-3-methyl-1H-pyrazol-4-yl)pyrazolo[1,5-a]pyridine-3-carbonitrile